din-octyltin dilaurate C(CCCCCCCCCCC)(=O)[O-].C(CCCCCCCCCCC)(=O)[O-].C(CCCCCCC)[Sn+2]CCCCCCCC